COC(C)(C)C=1SC(=CN1)S(=O)N (2-methoxyprop-2-yl)thiazole-5-sulfinamide